BrC1=CC=C2C(=NC=NC2=C1)N1[C@H](CCC1)C1=CC=CC=C1 (R)-7-bromo-4-(2-phenylpyrrolidin-1-yl)quinazoline